FC(C=1C=CC(=NC1)C=1C=CC(=C2C=CC=NC12)CCC(=O)O)(F)F 3-(8-(5-(trifluoromethyl)pyridin-2-yl)quinolin-5-yl)propionic acid